COCCO[SiH](OCCOC)OCCOC tris(2-methoxyethoxy)silane